N-[4-(6,7-dimethoxyquinolin-4-yloxy)-3-fluorophenyl]-3-oxo-4-phenyl-3,4-dihydropyrazine-2-carboxamide COC=1C=C2C(=CC=NC2=CC1OC)OC1=C(C=C(C=C1)NC(=O)C1=NC=CN(C1=O)C1=CC=CC=C1)F